R-ethyl glycidate C([C@H]1CO1)(=O)OCC